6-Butyl-1,4-cyclohexadiene C(CCC)C1C=CCC=C1